ClC1=C(C=2N=C(N=C(C2C=N1)N1C[C@@](CCC1)(O)C)OC[C@]12CCCN2C[C@@H](C1)F)F (R)-1-(7-Chloro-8-fluoro-2-(((2R,7aS)-2-fluorohexahydro-1H-pyrrolizin-7a-yl)methoxy)pyrido[4,3-d]pyrimidin-4-yl)-3-methylpiperidin-3-ol